(R)-7-(1-(2-fluoro-6-methylphenyl)piperidin-4-yl)-5-(5,6,7,8-tetrahydroquinoxalin-5-yl)pyrido[2,3-b]pyrazin-6(5H)-one FC1=C(C(=CC=C1)C)N1CCC(CC1)C1=CC=2C(=NC=CN2)N(C1=O)[C@H]1C=2N=CC=NC2CCC1